undecane-3,4-diol CCC(C(CCCCCCC)O)O